(1R,2S)-2-methyl-cyclohexan-1-amine, Hydrochloride Cl.C[C@@H]1[C@@H](CCCC1)N